(R)-5-methyl-5-{4-[4-(1-p-tolyl-1H-imidazol-4-yl)piperidine-1-carbonyl]phenyl}imidazolidine-2,4-dione C[C@]1(C(NC(N1)=O)=O)C1=CC=C(C=C1)C(=O)N1CCC(CC1)C=1N=CN(C1)C1=CC=C(C=C1)C